(6S)-5-{4-[1-(difluoromethyl)-1H-pyrazol-4-yl]-3-(trifluoromethyl)-phenyl}-6-methyl-3,6-dihydro-2H-1,3,4-oxadiazin-2-one FC(N1N=CC(=C1)C1=C(C=C(C=C1)C1=NNC(O[C@H]1C)=O)C(F)(F)F)F